C12CN(CC2C1)[C@H](C)C1=CC(=C2CN(C(C2=C1)=O)C1=CC(=CC=C1)C1(COC1)CC1=NN=CN1C)C(F)(F)F 6-((1R)-1-(3-azabicyclo[3.1.0]-hexan-3-yl)ethyl)-2-(3-(3-((4-methyl-4H-1,2,4-triazol-3-yl)methyl)oxetan-3-yl)phenyl)-4-(trifluoromethyl)isoindolin-1-one